[Zr].[Mg].[C] carbon magnesium-zirconium